C(=O)(O)COC(C(C(=O)O)=O)=O carboxymethyl-oxomalonic acid